FC=1C=C2C3=C(NC2=CC1)C(=NC(=C3)C(=O)O)C3=CC=C(C=C3)N(C)S(=O)(=O)C3=CC=C(C=C3)OC 6-fluoro-1-[4-[(4-methoxyphenyl)-sulfonyl-methyl-amino]phenyl]-9H-pyrido[3,4-b]indole-3-carboxylic acid